1-(6-methyl-4-(trifluoromethyl)pyridin-2-yl)-N-(3-(methylamino)propyl)pyrrolidine-2-carboxamide CC1=CC(=CC(=N1)N1C(CCC1)C(=O)NCCCNC)C(F)(F)F